FC=1C=C(C=CC1F)[C@H](C)NC(C1=C(N=CC(=C1)C(F)(F)F)NCC1=CC=C(C=C1)C=1C=C2C(=NC1)NN=C2)=O N-[(S)-1-(3,4-Difluoro-phenyl)-ethyl]-2-[4-(1H-pyrazolo[3,4-b]pyridin-5-yl)-benzylamino]-5-trifluoromethyl-nicotinamide